BrCC1=C(C(=O)NC2=NC(=NS2)C)C=CC=C1 2-(bromomethyl)-N-(3-methyl-1,2,4-thiadiazol-5-yl)benzamide